O1C(=CC=C1)C=CC(=O)NCCC=1N=CNC1 3-(furan-2-yl)-N-[2-(1H-imidazol-4-yl)ethyl]prop-2-enamide